CN1N=C(N=C1C(=O)N1[C@H](C2=C(CC1)NC=N2)C2=NN1C(C(=CC=C1)C(F)(F)F)=C2)C (R)-(1,3-dimethyl-1H-1,2,4-triazol-5-yl)(4-(4-(trifluoromethyl)pyrazolo[1,5-a]pyridin-2-yl)-6,7-dihydro-1H-imidazo[4,5-c]pyridin-5(4H)-yl)methanone